C(C)(=O)N1CC(C1)OC1=CC=C(C(=O)N2C(CC(C2)F)C(=O)NC(C2=CC=C(C=C2)C(C)C)C2=CC=CC=C2)C=C1 1-{4-[(1-acetylazetidin-3-yl)oxy]benzoyl}-4-fluoro-N-{phenyl[4-(propan-2-yl)phenyl]methyl}pyrrolidine-2-carboxamide